N-(bicyclo[1.1.1]pent-1-yl)-5-(4-fluorophenylmethyl)-8-hydroxy-6-oxo-5,6-dihydropyrido[2,3-b]piperazine-7-carboxamide C12(CC(C1)C2)NC(=O)C2=C(C1=C(NCCN1)N(C2=O)CC2=CC=C(C=C2)F)O